FC[C@H](C1=CC=CC=C1)NC1=CC(=NC=C1C=1OC(=NN1)C(C)(C)O)NC=1C=C2C(NC(C2=CC1)=O)C 5-((4-(((S)-2-fluoro-1-phenylethyl)amino)-5-(5-(2-hydroxypropan-2-yl)-1,3,4-oxadiazol-2-yl)pyridin-2-yl)amino)-3-methylisoindolin-1-one